(R)-(2-methoxyphenyl)(1-(phenylsulfonyl)-1H-indol-2-yl)methylamine COC1=C(C=CC=C1)NCC=1N(C2=CC=CC=C2C1)S(=O)(=O)C1=CC=CC=C1